tert-butyl ((1S,4r)-4-(1-((S)-2,6-dioxopiperidin-3-yl)-4,6-difluoroindolin-5-yl)cyclohexyl)(methyl)carbamate O=C1NC(CC[C@@H]1N1CCC2=C(C(=C(C=C12)F)C1CCC(CC1)N(C(OC(C)(C)C)=O)C)F)=O